(3-(4-fluorophenyl)-2-pivaloylaminopropionyl)-D-serine methyl ester COC([C@H](NC(C(CC1=CC=C(C=C1)F)NC(C(C)(C)C)=O)=O)CO)=O